FC(OC=1C=C(C=CC1N)C1=CC=C(N)C=C1)(F)F 3-(trifluoromethoxy)benzidine